CC1(N(CCC1)CCC(=O)NC=1C=C(C(=NC1)C)NC(=O)C1=NN=C2N1C=CC(=C2)C=2C=NC(=CC2)C2(COC2)O)C N-(5-(3-(2,2-dimethylpyrrolidin-1-yl)propanamido)-2-methylpyridin-3-yl)-7-(6-(3-hydroxyoxetan-3-yl)pyridin-3-yl)-[1,2,4]triazolo[4,3-a]pyridine-3-carboxamide